3-Bromo-2-(1-(4-chloro-2-fluorophenyl)-3-hydroxypropoxy)phenol BrC=1C(=C(C=CC1)O)OC(CCO)C1=C(C=C(C=C1)Cl)F